1-(2-(3-Bromo-2-methylphenoxy)ethyl)-1H-1,2,3-triazole-4-carbaldehyde BrC=1C(=C(OCCN2N=NC(=C2)C=O)C=CC1)C